6-Chloro-2-[5-(4-methanesulfonyl-piperazin-1-ylmethyl)-pyridin-3-yl]-1-methyl-1H-indole-3-carbonitrile ClC1=CC=C2C(=C(N(C2=C1)C)C=1C=NC=C(C1)CN1CCN(CC1)S(=O)(=O)C)C#N